ClC=1N=C(C2=C(N1)C(=C(S2)C2(COC2)OC)C)N2CCOCC2 4-(2-chloro-6-(3-methoxyoxetan-3-yl)-7-methylthieno[3,2-d]pyrimidin-4-yl)morpholine